C[C@H]1N(CC[C@H](C1)N(C1=CC=C2C3=C(COC2=C1)C=C(C=C3)C=3C=NN(C3)COCC[Si](C)(C)C)C)C(=O)OC(C)(C)C tert-butyl (2R,4R)-2-methyl-4-[methyl[8-(1-[[2-(trimethylsilyl)ethoxy]methyl]pyrazol-4-yl)-6H-benzo[c]chromen-3-yl]amino]piperidine-1-carboxylate